C(CCCCCCC)NC(O[C@@H]1[C@](O[C@H](C1)N1C2=NC(=NC(=C2N=C1)N)F)(CO)C#C)=O (2R,3S,5R)-5-(6-amino-2-fluoro-9H-purin-9-yl)-2-ethynyl-2-(hydroxymethyl)tetrahydrofuran-3-yl octylcarbamate